(R)-N-methyl-N-(1-(1-oxo-1,2-dihydroisoquinolin-4-yl)ethyl)indolizine-2-carboxamide CN(C(=O)C=1C=C2C=CC=CN2C1)[C@H](C)C1=CNC(C2=CC=CC=C12)=O